OC1CC(CN1)C1=NNC=C1C#N 3-(5-hydroxypyrrolidin-3-yl)-1H-pyrazol-4-carbonitrile